FC=1C=C2C(NN=C(C2=CC1F)[C@H](C)N(C(=O)NC1=CC(=C(C=C1)F)C(F)F)C)=O (S)-1-(1-(6,7-difluoro-4-oxo-3,4-dihydrophthalazin-1-yl)ethyl)-3-(3-(difluoromethyl)-4-fluorophenyl)-1-methylurea